6-bromo-N-[(1R)-1-(3-{1,1-difluoro-2-[(triethylsilyl)oxy]propyl}-2-fluorophenyl)ethyl]-2-methylpyrido[3,4-d]pyrimidin-4-amine BrC1=CC2=C(N=C(N=C2N[C@H](C)C2=C(C(=CC=C2)C(C(C)O[Si](CC)(CC)CC)(F)F)F)C)C=N1